tert-butyl 3-[7-bromo-8-fluoro-2-methyl-6-(trifluoromethyl)quinazolin-4-yl]-3,8-diazabicyclo[3.2.1]octane-8-carboxylate BrC1=C(C=C2C(=NC(=NC2=C1F)C)N1CC2CCC(C1)N2C(=O)OC(C)(C)C)C(F)(F)F